3-(4-((7r,4s)-4-(tert-butoxycarbonyl)cyclohexyl)phenyl)propanoic acid C(C)(C)(C)OC(=O)C1CCC(CC1)C1=CC=C(C=C1)CCC(=O)O